ClC1([C@H]([C@@H]1C1=CC(=C(C=C1)F)Cl)C(=O)Cl)Cl (1R,3R)-2,2-dichloro-3-(3-chloro-4-fluorophenyl)cyclopropane-1-carbonyl chloride